ClC1=C2C(=C[C@@]3(C2=CC=C1)CC(C(CC3)C(=O)OC)=O)C(F)F methyl (1S)-4'-chloro-3'-(difluoromethyl)-3-oxospiro[cyclohexane-1,1'-indene]-4-carboxylate